Tris(dimethylamino)methylsilan CN(C)C(N(C)C)(N(C)C)[SiH3]